5-chloro-1'-(2-{[1-(oxetan-3-yl)-1H-indazol-5-yl]oxy}ethyl)-1,2-dihydrospiro[indole-3,4'-piperidin]-2-one ClC=1C=C2C(=CC1)NC(C21CCN(CC1)CCOC=1C=C2C=NN(C2=CC1)C1COC1)=O